6-(4-Hydroxy-4-isopropylpiperidin-1-yl)quinoline-4-carboxylic acid HCl Cl.OC1(CCN(CC1)C=1C=C2C(=CC=NC2=CC1)C(=O)O)C(C)C